(cis)-1-({[(cis)-4-phenylcyclohexyl]oxy}methyl)-9-oxa-2,6-diazaspiro[4.5]decan-7-one C1(=CC=CC=C1)[C@H]1CC[C@H](CC1)OCC1NCCC12NC(COC2)=O